(R)-3-(3-fluoro-4-methoxyphenyl)-6-nitro-2-(pyrrolidin-2-yl)quinazolin-4(3H)-one FC=1C=C(C=CC1OC)N1C(=NC2=CC=C(C=C2C1=O)[N+](=O)[O-])[C@@H]1NCCC1